C1(=C(C(C(C=C1)=O)=O)C=1C(=CC=CC1)O)O biphenolquinone